BrC1=C(C(=C(C=C1)C)F)F 1-bromo-2,3-difluoro-4-methylbenzene